[N-]=C=O.[N-]=C=O.[N+](#[C-])C(CCCCC)[N+]#[C-] diisocyanohexane diisocyanate